nitroquinazolin-4(3H)-one [N+](=O)([O-])C1=NC2=CC=CC=C2C(N1)=O